1,4-diazepine Hydrochloride Cl.N1C=CN=CC=C1